CC1=NOC(=C1C=1C=C(C=CC1OCCN1CCCC1)NC(CCOCC)=O)C N-(3-(3,5-dimethylisoxazol-4-yl)-4-(2-(pyrrolidin-1-yl)ethoxy)phenyl)-3-ethoxypropanamide